2,7-dichloro-8-fluoro-N-((1R,2R)-2-fluorocyclopropyl)pyrido[4,3-d]pyrimidin-4-amine ClC=1N=C(C2=C(N1)C(=C(N=C2)Cl)F)N[C@H]2[C@@H](C2)F